bromo-2-methyl-1H-benzimidazole-4-carboxylic acid methyl ester COC(=O)C1=CC=CC=2N(C(=NC21)C)Br